(E)-3-(imidazo[1,2-a]pyridin-3-yl)-2-methyl-1-(3,4,5-trimethoxyphenyl)prop-2-en-1-one N=1C=C(N2C1C=CC=C2)/C=C(/C(=O)C2=CC(=C(C(=C2)OC)OC)OC)\C